6-(2-amino-6-fluoro-5-(4-(4-isopropylpiperazin-1-yl)phenyl)pyridin-3-yl)-8-fluoro-3,4-dihydroisoquinolin-1(2H)-one NC1=NC(=C(C=C1C=1C=C2CCNC(C2=C(C1)F)=O)C1=CC=C(C=C1)N1CCN(CC1)C(C)C)F